C(C)CC(CC(=O)[O-])=O.[O-]CCCC.[O-]CCCC.[O-]CCCC.[Ti+4].C1(=CC=CC=C1)C1(N=CC=N1)CCCS(=O)(=O)O 2-phenylimidazolepropanesulfonic acid titanium tri-n-butoxide mono(ethyl-acetoacetate)